ClC=1C(=NC=C(C1)C(F)(F)F)N1C[C@@H]([C@H](CC1)O)NC(OC(C)(C)C)=O |o1:13,14| tert-butyl ((3S*,4S*)-1-(3-chloro-5-(trifluoromethyl)pyridin-2-yl)-4-hydroxypiperidin-3-yl)carbamate